methylthio-amine CSN